SC1=NC(=NC(=N1)S)S 2,4,6-trimercaptos-triazine